N[C@@H](CCC)C(=O)N[O-] NorvalineHydroxamate